2H-pyran-2-one O1C(C=CC=C1)=O